5-(5-(3-benzyl-1-((2,6-difluorophenyl)sulfonyl)pyrrolidin-3-yl)-6-methyl-1H-indazol-1-yl)-1-methylpyridin-2(1H)-one C(C1=CC=CC=C1)C1(CN(CC1)S(=O)(=O)C1=C(C=CC=C1F)F)C=1C=C2C=NN(C2=CC1C)C=1C=CC(N(C1)C)=O